4-chloro-1-(1-(4-(6-(dimethylamino)pyrazin-2-yl)-1H-1,2,3-triazol-1-yl)ethyl)pyridin-2(1H)-one ClC1=CC(N(C=C1)C(C)N1N=NC(=C1)C1=NC(=CN=C1)N(C)C)=O